CC1=CC=C(C=C1)S(=O)(=O)Cl para-toluenesulfonic acid chloride